cyclopropylpiperidin-4-amine C1(CC1)N1CCC(CC1)N